3-[3-[[2-[4-(2-Amino-[1,2,4]triazolo[1,5-a]pyridin-7-yl)pyrazol-1-yl]acetyl]amino]phenyl]propenamide NC1=NN2C(C=C(C=C2)C=2C=NN(C2)CC(=O)NC=2C=C(C=CC2)C=CC(=O)N)=N1